2-(6-amino-4-(2-(thiazole-2-carbonyl)hydrazino)-1H-pyrazolo[3,4-d]pyrimidin-1-yl)-2-phenylpropionic acid methyl ester COC(C(C)(C1=CC=CC=C1)N1N=CC=2C1=NC(=NC2NNC(=O)C=2SC=CN2)N)=O